Methylstyrene Oxide CC1C(O1)C2=CC=CC=C2